FC(C=1C=C(C(=NC1)SC)[N+](=O)[O-])F 5-(difluoromethyl)-2-(methylthio)-3-nitropyridine